N,N-Diglycidylanilin C(C1CO1)N(C1=CC=CC=C1)CC1CO1